2-(5-fluoro-1-(1-(cis-4-isopropylcyclohexyl) piperidin-4-yl)-3-(pyrrolidin-1-ylmethyl)-1H-indol-2-yl)ethyl sulfamate S(N)(OCCC=1N(C2=CC=C(C=C2C1CN1CCCC1)F)C1CCN(CC1)[C@@H]1CC[C@@H](CC1)C(C)C)(=O)=O